ClC1=C(C=CC=C1)[C@@H]1[C@@](O1)(C1=C(C=C(C=C1)F)F)CN1N=CNC1=S |o1:7,8| 2-{[rel-(2R,3R)-3-(2-chlorophenyl)-2-(2,4-difluorophenyl)oxiran-2-yl]Methyl}-2,4-dihydro-3H-1,2,4-triazole-3-thione